(2-(1H-Indol-3-yl)ethyl)biphenyl-4-carboxamide N1C=C(C2=CC=CC=C12)CCC1=C(C=CC(=C1)C(=O)N)C1=CC=CC=C1